1-(methylsulfonyl)-4-nitro-1H-pyrazole CS(=O)(=O)N1N=CC(=C1)[N+](=O)[O-]